(2,4-dimethoxyphenyl)acetone COC1=C(C=CC(=C1)OC)CC(C)=O